ClC1=C(C#N)C=CC(=C1)S(=O)(=O)C1CCC1 2-chloro-4-(cyclobutylsulfonyl)benzonitrile